(6R,14S)-9-fluoro-14-methyl-13-oxa-2,17,21,25-tetraazapentacyclo[16.6.2.02,6.07,12.022,26]hexacosane FC1CC2[C@H]3CCCN3C3CCC4NCCC(NCC[C@@H](OC2CC1)C)C4N3